NC1=CC=C(C=N1)C1=CC(=C2C(=N1)SC(=C2N)S(=O)CCCOC)C(F)(F)F 6-(6-aminopyridin-3-yl)-2-((3-methoxypropyl)sulfinyl)-4-(trifluoromethyl)thieno[2,3-b]pyridin-3-amine